C(CCCCCCCCCCCCCCCCC)I stearyl iodide